tert-butyl 1-(2,6-dioxopiperidin-3-yl)-3-methyl-2-oxo-1,2,3,6,7,9-hexahydro-8H-imidazo[4,5-h]isoquinoline-8-carboxylate O=C1NC(CCC1N1C(N(C=2C=CC=3CCN(CC3C21)C(=O)OC(C)(C)C)C)=O)=O